8-((2s,5r)-2,5-dimethyl-4-(thieno[3,2-b]pyridin-3-yl)piperazin-1-yl)-5-methyl-6-oxo-5,6-dihydro-1,5-naphthyridine-2-carbonitrile C[C@@H]1N(C[C@H](N(C1)C1=CSC=2C1=NC=CC2)C)C2=CC(N(C=1C=CC(=NC21)C#N)C)=O